C(CCCCC(C)C)N(CCC(=O)[O-])CCC(=O)[O-].[Na+].[Na+] Sodium Isooctyliminodipropionate